3'-O-Azidomethyl-2'-deoxycytidine-5'-triphosphate P(O)(=O)(OP(=O)(O)OP(=O)(O)O)OC[C@@H]1[C@H](C[C@@H](O1)N1C(=O)N=C(N)C=C1)OCN=[N+]=[N-]